C(=O)C=1C(=C2C=C(N(C2=CC1)CC1=CNC(C=C1)=O)C#N)C 5-formyl-4-methyl-1-[(6-oxo-1,6-dihydropyridin-3-yl)methyl]-1H-indole-2-carbonitrile